2-chloro-4-[[3-[1-(difluoromethyl)-3-(trifluoromethyl)pyrazol-4-yl]imidazo[1,2-a]pyrazin-8-yl]amino]-N-methylbenzamide ClC1=C(C(=O)NC)C=CC(=C1)NC=1C=2N(C=CN1)C(=CN2)C=2C(=NN(C2)C(F)F)C(F)(F)F